ethyl-[4-(dimethylamino)-N-(8-methoxy-8-oxooctyl)butyramide] 2-fluorooctadecanoate FC(C(=O)O)CCCCCCCCCCCCCCCC.C(C)C(C(=O)NCCCCCCCC(=O)OC)CCN(C)C